FC(S(=O)(=O)[O-])(F)F.[IH2+].C(C)(C)(C)C=1C=C(C=C(C1)C(C)(C)C)C1=C(C=C(C=C1C)C)C 3,5-di-tert-butylphenyl-(mesitylene) iodonium trifluoromethanesulfonate